(6-((4-(5-(3,5-difluorophenyl)-3H-imidazo[4,5-b]pyridin-7-yl)-1H-1,2,3-triazol-1-yl)methyl)pyridin-2-yl)propan-2-ol FC=1C=C(C=C(C1)F)C1=CC(=C2C(=N1)NC=N2)C=2N=NN(C2)CC2=CC=CC(=N2)CC(C)O